C(C=C)OC1=CC=C(C(=C1C1CC2=NN=C(N2C1)C1CCN(CC1)C1CCOCC1)Cl)Cl 6-(6-(allyloxy)-2,3-dichlorophenyl)-3-(1-(tetrahydro-2H-pyran-4-yl)piperidin-4-yl)-6,7-dihydro-5H-pyrrolo[2,1-c][1,2,4]triazole